6-(tert-butoxycarbonyl)-2,2-diphenylbenzo[d][1,3]dioxol-5-carboxylate C(C)(C)(C)OC(=O)C=1C(=CC2=C(OC(O2)(C2=CC=CC=C2)C2=CC=CC=C2)C1)C(=O)[O-]